CNC1=C(C=CC=C1)C/C=C/CO (E)-4-(2-(methylamino)phenyl)but-2-en-1-ol